5-(4-(Cyclohexyloxy)phenyl)-7-oxo-4,7-dihydropyrazolo[1,5-a]pyrimidine-3-carboxylic acid ethyl ester C(C)OC(=O)C=1C=NN2C1NC(=CC2=O)C2=CC=C(C=C2)OC2CCCCC2